NC=1CC(=CC2=C(N1)C=CS2)C(=O)N 5-amino-6H-thieno[3,2-b]azepine-7-carboxamide